3-(2-(phenoxyphenyl)acryloyl)oxazolidin-2-one-5,5-d2 tert-butyl-8-(((benzyloxy)carbonyl)amino)-4-oxo-5-azaspiro[2.5]octane-5-carboxylate C(C)(C)(C)OC(=O)N1C(C2(CC2)C(CC1)NC(=O)OCC1=CC=CC=C1)=O.O(C1=CC=CC=C1)C1=C(C=CC=C1)C(C(=O)N1C(OC(C1)([2H])[2H])=O)=C